2-(((6-chloronaphthalen-2-yl)oxy)methyl)oxirane ClC=1C=C2C=CC(=CC2=CC1)OCC1OC1